ethyl 2-{5'-fluoro-3-methyl-1'-[(1-methylpiperidin-4-yl)methyl]-[4,6'-biindazol]-1-yl}acetate FC=1C=C2C=NN(C2=CC1C=1C=2C(=NN(C2C=CC1)CC(=O)OCC)C)CC1CCN(CC1)C